[OH-].[OH-].[OH-].C(CCCCCC)[Hf+3] mono-n-heptyl-hafnium trishydroxide